ClCC(CC1=CC=CC=C1)[Si](OC)(OC)C ((chloromethyl)phenethyl)-methyldimethoxysilane